[Li+].CCC(C)[O-] lithium s-butoxide